5,8-dihydro-3H-spiro[quinazolin-7,2'-[1,3]dioxolan]-4(6H)-one O1C2(OCC1)CCC=1C(NC=NC1C2)=O